1-(2-oxaspiro[3.3]hept-6-yl)piperidine-4-sulfonamide C1OCC12CC(C2)N2CCC(CC2)S(=O)(=O)N